2,2',4'-trichloroacetophenone ClCC(=O)C1=C(C=C(C=C1)Cl)Cl